N1(C=NC2=C1C=CC=C2)C=2C=C(OC1=CC=3N(C4=CC=C(C=C4C3C=C1)C1=C(C=CC(=C1)C#N)C)C1=NC=CC(=C1)C(C)(C)C)C=CC2 2-[3-(benzimidazol-1-yl)phenoxy]-9-(4-t-butylpyridin-2-yl)-6-(5-cyano-2-methylphenyl)carbazole